2-(7-azabicyclo[2.2.1]hept-7-yl)-N-(6-(1-methyl-5-(piperidin-1-ylmethyl)-1H-pyrazol-4-yl)isoquinolin-3-yl)acetamide C12CCC(CC1)N2CC(=O)NC=2N=CC1=CC=C(C=C1C2)C=2C=NN(C2CN2CCCCC2)C